2-amino-4-methyl-1H-indole-3-carbonitrile NC=1NC2=CC=CC(=C2C1C#N)C